C1(=C(C(=C(C(=C1Cl)Cl)Cl)Cl)O)O The molecule is a chlorocatechol that is catechol in which all of the hydrogens attached to the benzene ring are replaced by chlorines. It is a chlorocatechol and a tetrachlorobenzene. It derives from a 1,2,3,4-tetrachlorobenzene.